methyl-4-pivaloylpiperazin CN1CCN(CC1)C(C(C)(C)C)=O